FC(C=1C=C(C=CC1)[C@@H](C)N)(F)F (1R)-1-[3-(trifluoromethyl)phenyl]ethanamine